cinnamic acid neryl ester C(\C=C(\C)/CCC=C(C)C)OC(C=CC1=CC=CC=C1)=O